5-Chloro-6-fluoro-4-(trimethylstannyl)isoquinoline ClC1=C2C(=CN=CC2=CC=C1F)[Sn](C)(C)C